4-((4-(2-((2,6-dimethylpyrimidin-4-yl)amino)pyrazolo[1,5-a]pyridin-5-yl)-6-(prop-1-yn-1-yl)pyridin-3-yl)amino)cyclohexan-1-ol CC1=NC(=CC(=N1)NC1=NN2C(C=C(C=C2)C2=C(C=NC(=C2)C#CC)NC2CCC(CC2)O)=C1)C